ClC1=C(C=2S(NC=3C(=CC(=C(C=4C=CC=C5CCC(OC(C(=C1)C2)=O)C45)C3)F)F)(=O)=O)O 11-chloro-3,5-difluoro-10-hydroxy-8,8-dioxo-15-oxa-8λ6-thia-7-azapentacyclo[14.6.1.12,6.19,13.019,23]pentacosa-1(23),2,4,6(25),9(24),10,12,19,21-nonaen-14-one